2-[2-chloro-3-(trifluoromethyl)phenyl]-N-[4-(4-cyano-1H-pyrazol-1-yl)-3-sulfamoylphenyl]acetamide ClC1=C(C=CC=C1C(F)(F)F)CC(=O)NC1=CC(=C(C=C1)N1N=CC(=C1)C#N)S(N)(=O)=O